(2R,5R)-tert-butyl 4-acetyl-5-(3-chloro-5-(5-fluoropyrimidin-2-yl)phenyl)-2-(methoxymethyl)piperazine-1-carboxylate C(C)(=O)N1C[C@@H](N(C[C@H]1C1=CC(=CC(=C1)C1=NC=C(C=N1)F)Cl)C(=O)OC(C)(C)C)COC